(Z)-N-(TOSYLOXY)TETRAHYDRO-2H-PYRAN-4-CARBIMIDOYL CYANIDE S(=O)(=O)(C1=CC=C(C)C=C1)O\N=C(\C1CCOCC1)/C#N